diboron dipinacol OC(C)(C)C(C)(C)O.OC(C)(C)C(C)(C)O.[B].[B]